4-bromo-2-(tert-butylthio)-3-fluorobenzaldehyde BrC1=C(C(=C(C=O)C=C1)SC(C)(C)C)F